4-(2-oxa-8-azaspiro[4.5]decan-7-yl)benzonitrile C1OCCC12CC(NCC2)C2=CC=C(C#N)C=C2